lauroyl beta-alaninate NCCC(=O)OC(CCCCCCCCCCC)=O